C(C1=CC=CC=C1)OC1=C2C=C(N(C2=CC=C1)C1=CC=C(C=C1)F)C(=O)O 4-benzyloxy-1-(4-fluorophenyl)indole-2-carboxylic acid